1-(6-Fluoro-5-methoxypyridin-3-yl)ethan-1-ol FC1=C(C=C(C=N1)C(C)O)OC